ClC=1C=C2C(=NC(=NC2=C(C1C1=C2C=NNC2=CC=C1C)F)OC[C@H]1N(CCC1)C)N1CCC2(CN(C2)C(C=C)=O)CC1 1-(7-(6-chloro-8-fluoro-7-(5-methyl-1H-indazol-4-yl)-2-(((S)-1-methylpyrrolidin-2-yl)methoxy)quinazolin-4-yl)-2,7-diazaspiro[3.5]nonan-2-yl)prop-2-en-1-one